Iodo[4,5-bis(diphenylphosphino)-9,9-di-methylxanthene] copper (I) [Cu+].IC1=CC=C(C=2OC3=C(C=CC=C3C(C12)(C)C)P(C1=CC=CC=C1)C1=CC=CC=C1)P(C1=CC=CC=C1)C1=CC=CC=C1